5-(2-(benzyloxy)ethyl)-1-tosylpyrrolidin-2-one C(C1=CC=CC=C1)OCCC1CCC(N1S(=O)(=O)C1=CC=C(C)C=C1)=O